C(CCCCCCCCCCCCCCCC)N1C(CC1)=O 1-heptadecylazetidin-2-one